C1(=CC=CC=C1)S(=O)(=O)N1C2=NC=C3N(C(N(C3=C2C=C1)[C@H]1C[C@@H](CC1)NC(OC(C)(C)C)=O)=O)C tert-butyl N-[(1R,3R)-3-[10-(benzenesulfonyl)-5-methyl-4-oxo-3,5,8,10-tetrazatricyclo[7.3.0.02,6]dodeca-1,6,8,11-tetraen-3-yl]cyclopentyl]carbamate